tert-butyl N-[[6,7-dichloro-1-methyl-3-(2-tetrahydropyran-2-yl-2H-imidazol-4-yl) indol-2-yl] methyl]carbamate ClC1=CC=C2C(=C(N(C2=C1Cl)C)CNC(OC(C)(C)C)=O)C1=NC(N=C1)C1OCCCC1